lithium potassium 2,2-dibenzylmalonate C(C1=CC=CC=C1)C(C(=O)[O-])(C(=O)[O-])CC1=CC=CC=C1.[K+].[Li+]